6-methyl-5-((2-(1-methyl-1H-pyrazol-4-yl)pyridine-4-yl)oxy)pyridine-2-amine CC1=C(C=CC(=N1)N)OC1=CC(=NC=C1)C=1C=NN(C1)C